5-chloro-1-methyl-6-(trifluoromethyl)isoindoline ClC=1C=C2CNC(C2=CC1C(F)(F)F)C